4-(2-ethylphenyl)pyrimidin-2-amine C(C)C1=C(C=CC=C1)C1=NC(=NC=C1)N